ClC1=CC=C(C(=N1)C(F)(F)F)F 6-chloro-3-fluoro-2-(trifluoromethyl)pyridine